FCC=CC1=CC=C(C[C@H](N(C2=CC=CC=C2)C2=CC=CC=C2)C(=O)O)C=C1 p-fluoropropenylphenylphenylphenylalanine